CP(O)(=O)CCC(=O)O methyl-(2-carboxyethyl)-phosphinic acid